[Rh].C(C)(=O)C(=O)C1=C(C=CC=C1)P(C1=CC=CC=C1)C1=CC=CC=C1 (acetyl)carbonyl-(triphenylphosphine) rhodium